2-phenyl-5H-1,2,3-triazole-4-carboxylic acid methyl ester COC(=O)C1=NN(NC1)C1=CC=CC=C1